di(N-ethylpiperazine) tin [Sn].C(C)N1CCNCC1.C(C)N1CCNCC1